C(C)(C)(C)OC(=O)N1CC2=CC(=CC=C2CC1)N1CC(C1)OC 7-(3-methoxyazetidin-1-yl)-3,4-dihydro-1H-isoquinoline-2-carboxylic acid tert-butyl ester